BrC1=C2C(=NC(=C1)Cl)C(=NN2COCC[Si](C)(C)C)NC(C)C 7-bromo-5-chloro-N-isopropyl-1-((2-(trimethylsilyl)ethoxy)methyl)-1H-pyrazolo[4,3-b]pyridin-3-amine